3-(4-fluoro-5-(3-(methylamino)-7-(pyrrolidin-1-ylmethyl)-2H-pyrazolo[4,3-b]pyridin-5-yl)-1-oxoisoindolin-2-yl)piperidine-2,6-dione FC1=C2CN(C(C2=CC=C1C=1C=C(C=2C(N1)=C(NN2)NC)CN2CCCC2)=O)C2C(NC(CC2)=O)=O